ClC=1C(=CC(=C(C(=O)NC=2C(=NC(=CC2)OC)C)C1)NC1=C(C=C(C=C1)F)C)OC(F)F 5-chloro-4-(difluoromethoxy)-2-((4-fluoro-2-methylphenyl)-amino)-N-(6-methoxy-2-methylpyridin-3-yl)benzamide